(1S,3S)-3-((6-(5-chloro-3-((E)-(hydroxyimino)methyl)thiophen-2-yl)-2-methylpyridin-3-yl)oxy)cyclohexane-1-carboxylic acid ClC1=CC(=C(S1)C1=CC=C(C(=N1)C)O[C@@H]1C[C@H](CCC1)C(=O)O)/C=N/O